tert-Butyl {[1-(2,2-dimethylpropyl)-5-oxo-4,5-dihydro-1H-pyrazol-3-yl]methyl}methylcarbamate CC(CN1N=C(CC1=O)CN(C(OC(C)(C)C)=O)C)(C)C